ClC1=CC=C(C=C1)C1=C(CC(CC1)(C)C)CC1(CCN(CC1)C1=CC=C(C(=O)OC)C=C1)CO Methyl 4-(4-((4'-chloro-4,4-dimethyl-3,4,5,6-tetrahydro-[1,1'-biphenyl]-2-yl)methyl)-4-(hydroxymethyl)piperidin-1-yl)benzoate